6-Amino-3-((1S,2R)-4'-chloro-2-(pyridin-4-yl)-1',2'-dihydrospiro[cyclopropane-1,3'-pyrrolo[2,3-b]pyridin]-5'-yl)-2-fluoro-N,N-dimethylbenzamide NC1=CC=C(C(=C1C(=O)N(C)C)F)C=1C(=C2C(=NC1)NC[C@@]21[C@H](C1)C1=CC=NC=C1)Cl